COC1=C(C=C(C=C1OC)CC=C)C=N[C@@H](CCCN\C(\N)=N\[H])C(=O)O (E)-N2-{[2,3-dimethoxy-5-(prop-2-en-1-yl)phenyl]methylidene}-L-arginine